((S)-1-(((2R,3R,4S,5R)-5-(6-amino-2-chloro-9H-purin-9-yl)-4-fluoro-3-hydroxytetrahydrofuran-2-yl)methoxy)-2-(methylamino)-2-oxoethyl)phosphonic acid NC1=C2N=CN(C2=NC(=N1)Cl)[C@H]1[C@H]([C@@H]([C@H](O1)CO[C@H](C(=O)NC)P(O)(O)=O)O)F